maleimidyl glutarate C(CCCC(=O)[O-])(=O)ON1C(C=CC1=O)=O